(R)-4-methyl-6-(2-methylmorpholino)picolinohydrazide CC1=CC(=NC(=C1)N1C[C@H](OCC1)C)C(=O)NN